9-allyl-2,6-dichloro-9H-purine C(C=C)N1C2=NC(=NC(=C2N=C1)Cl)Cl